ClC1=C(C=CC=C1C(F)(F)F)/C=C(/C(=O)[O-])\C#N (E)-3-(2-chloro-3-(trifluoromethyl) phenyl)-2-cyanoacrylate